CCCCCCCCCCC/C=C/[C@H]([C@H](CO)N)O C16-sphingosine